1-(2-chloroethyl)piperidine-4-carboxylic acid ethyl ester C(C)OC(=O)C1CCN(CC1)CCCl